[Si](C)(C)(C(C)(C)C)OCC1=NC=CC(=C1F)I 2-(((tert-butyldimethylsilyl)oxy)methyl)-3-fluoro-4-iodopyridine